3-(5-amino-2-bromo-4-pyridinyl)prop-2-enoic acid NC=1C(=CC(=NC1)Br)C=CC(=O)O